ruthenium (II) tetrasodium [Na+].[Na+].[Na+].[Na+].[Ru+2]